C1(CC1)N1NCC=C1 N-cyclopropyl-2H-pyrazole